ClN1C(=C(C2=CC(=CC(=C12)F)OC)C=1C=NNC1)C1=NN=C(N1)F chloro-7-fluoro-2-(5-fluoro-4H-1,2,4-triazol-3-yl)-5-methoxy-3-(1H-pyrazol-4-yl)-1H-indole